(4-(benzyloxy)phenyl)(2-(tert-butyl)-1-methyl-1H-pyrrolo[2,3-c]pyridin-3-yl)methanol C(C1=CC=CC=C1)OC1=CC=C(C=C1)C(O)C1=C(N(C2=CN=CC=C21)C)C(C)(C)C